ClC1=C(C(=O)NC2=CC3=NC4=C(C=CC=C4C3=CC=C2)CN(CC)CC)C=CC=C1 7-(2-chlorobenzoyl)amino-4-(diethyl)aminomethylcyclohepta[7,6-b]indole